CN1N=CC(=C1)C1CN(CC2=CC=CC=C12)C(=O)C=1N=NN(C1)C1=CC=CC=C1 [4-(1-Methylpyrazol-4-yl)-3,4-dihydro-1H-isoquinolin-2-yl]-(1-phenyltriazol-4-yl)methanone